Cl.CC=1N=C2N(C=C(C=N2)N)C1 2-methylimidazo[1,2-a]pyrimidin-6-amine hydrochloride